N-(4-anilino-5-methyl-pyrimidin-2-yl)-N-(7-ethyl-1-hydroxy-3H-2,1-benzoxaborol-5-yl)-1,1,1-trifluoro-methanesulfonamide N(C1=CC=CC=C1)C1=NC(=NC=C1C)N(S(=O)(=O)C(F)(F)F)C=1C=C(C2=C(COB2O)C1)CC